FC=1C=C(CN(C2=CC=C(C#N)C=C2)CCCO)C=CC1OC 4-((3-fluoro-4-methoxybenzyl)(3-hydroxypropyl)amino)benzonitrile